Cl.ClC1=C(C=C(C=C1)C(CC(C)C)N1[C@@H](CN[C@H](C1)C)C)F (2R,5S)-1-(1-(4-Chloro-3-fluorophenyl)-3-methylbutyl)-2,5-dimethylpiperazine hydrochloride